FC1=C(C(=CC=C1F)OC)NCC=1N(C2=CC=CC=C2C1)S(=O)(=O)C1=CC=CC=C1 (R)-(2,3-difluoro-6-methoxyphenyl)(1-(phenylsulfonyl)-1H-indol-2-yl)methylamine